(benzyloxy)-3,4,5,6-tetrafluoro-N-(3-fluoro-4-methoxyphenyl)benzenesulfonamide C(C1=CC=CC=C1)OC1=C(C(=C(C(=C1F)F)F)F)S(=O)(=O)NC1=CC(=C(C=C1)OC)F